[N-]=[N+]=[N-].[N-]=[N+]=[N-].C1(C=CC(C2=CC=CC=C12)=O)=O.C1(=CC=CC=C1)O.C1(=CC=CC=C1)O bisphenol compound with naphthoquinone diazide